(S)-2-(4-(6-((4-chlorobenzyl)oxy)pyridin-2-yl)-2-fluorobenzyl)-1-(4,4-dimethyltetrahydrofuran-3-yl)-1H-benzo[d]imidazole-6-carboxylic acid ClC1=CC=C(COC2=CC=CC(=N2)C2=CC(=C(CC3=NC4=C(N3[C@@H]3COCC3(C)C)C=C(C=C4)C(=O)O)C=C2)F)C=C1